5-Amino-1-[1,1-difluoropropan-2-yl]-3-[4-(1-[[3-[2,2-dimethylpropyl]-1,2-oxazol-5-yl]carbamoyl]ethyl)phenyl]pyrazole-4-carboxamide NC1=C(C(=NN1C(C(F)F)C)C1=CC=C(C=C1)C(C)C(NC1=CC(=NO1)CC(C)(C)C)=O)C(=O)N